isoeugenol acetate (Isoeugenyl-acetate) C1(=C(OC)C=C(C=CC)C=C1)CC(=O)O.C(C)(=O)O.C=1(C(O)=CC=C(C=CC)C1)OC